C(CCC)C1=NN2C(C=CC(=C2)OC\C(\CNC(OC(C)(C)C)=O)=C\F)=N1 tert-butyl (E)-(2-(((2-butyl-[1,2,4]triazolo[1,5-a]pyridin-6-yl)oxy)methyl)-3-fluoroallyl)carbamate